ClC1=CC2=C(N=N1)N(C=N2)[C@H]2CN(CCC2)C(=O)OC(C)(C)C tert-butyl (3R)-3-(3-chloro-7H-imidazo[4,5-c]pyridazin-7-yl)piperidine-1-carboxylate